tert-butyl glycidyl ether C(C1CO1)OC(C)(C)C